bis((2,4-dimethylphenyl)thio)phenylphosphine CC1=C(C=CC(=C1)C)SP(C1=CC=CC=C1)SC1=C(C=C(C=C1)C)C